C(C1=CC=CC=C1)N1C2=C(SCC1=O)C=CC(=C2)NC(=NC#N)NC2=CC=C1C=CNC1=C2 1-(4-benzyl-3-oxo-3,4-dihydro-2H-benzo[b][1,4]thiazin-6-yl)-2-cyano-3-(1H-indol-6-yl)guanidine